(1R,2R)-N,N1,N2,N2-tetramethylcyclohexane-1,2-diamine CN([C@H]1[C@@H](CCCC1)N(C)C)C